FC1=C(N=C2N(N=CC(=C2C)C)C1=O)C 3-fluoro-2,8,9-trimethyl-4H-pyrimido[1,2-b]pyridazin-4-one